BrC1=C(C#N)C=CC(=C1)OC 2-Bromo-4-methoxybenzonitrile